C1(CC1)N1N=C(C(=C1)C)C(=O)N1CC2=C(C=C(C=C2CC1)C=1C=C2C(=NC1)NC=C2C)[C@H]2N(CCC2)C(=O)OC(C)(C)C tert-butyl (S)-2-[2-(1-cyclopropyl-4-methyl-1H-pyrazole-3-carbonyl)-6-(3-methyl-1H-pyrrolo[2,3-b]pyridin-5-yl)-1,2,3,4-tetrahydroisoquinolin-8-yl]pyrrolidine-1-carboxylate